(5-(3-(Dimethylamino)propoxy)isoindolin-2-yl)(2-hydroxy-5-(4-methoxyisoindoline-2-carbonyl)phenyl)methanone CN(CCCOC=1C=C2CN(CC2=CC1)C(=O)C1=C(C=CC(=C1)C(=O)N1CC2=CC=CC(=C2C1)OC)O)C